tert-butyl (8S)-8-(chloromethyl)-4-hydroxy-1-methyl-7,8-dihydro-6H-thieno[3,2-e]indole-6-carboxylate ClC[C@@H]1CN(C2=CC(=C3C(=C12)C(=CS3)C)O)C(=O)OC(C)(C)C